phenyl-2,4,6-trimethylbenzoylphosphonate C1(=CC=CC=C1)C=1C(=C(C(=O)P([O-])([O-])=O)C(=CC1C)C)C